C(C)OC(=O)C1=NC(=C(C=C1)Cl)C1=NC2=C(N1C)C=CC(=C2)C(F)(F)F 5-chloro-6-[1-methyl-5-(trifluoromethyl)benzimidazol-2-yl]pyridine-2-carboxylic acid ethyl ester